5-(3-acetamidophenyl)-N-(4-acetamidophenyl)-2-aminonicotinamide C(C)(=O)NC=1C=C(C=CC1)C=1C=NC(=C(C(=O)NC2=CC=C(C=C2)NC(C)=O)C1)N